C(#N)CCN[C@@H](C(C)C)C(=O)O N-(2-cyanoethyl)valine